P(=S)(SC1CCCCC1)(OC1CCCCC1)[O-] di(cyclohexyl) dithiophosphate